(R)-2-(3-chloro-5-(3-methylmorpholino)isothiazolo[4,5-b]pyridin-7-yl)-2-(methyl-d3)propanenitrile-3,3,3-d3 ClC1=NSC=2C1=NC(=CC2C(C#N)(C([2H])([2H])[2H])C([2H])([2H])[2H])N2[C@@H](COCC2)C